IC1=CN(C=2N=CN=C(C21)N2CCN(C1(CC1)C2)C(=O)OC(C)(C)C)S(=O)(=O)C2=CC=C(C)C=C2 tert-butyl 7-(5-iodo-7-tosyl-7H-pyrrolo[2,3-d]pyrimidin-4-yl)-4,7-diazaspiro[2.5]octane-4-carboxylate